C(C)(C)(C)OC(=O)N1C(C2=CC=C(C(=C2CC1)F)O)OCC1=CC=CC=C1 (benzyloxy)-5-fluoro-6-hydroxy-3,4-dihydroisoquinoline-2(1H)-carboxylic acid tert-butyl ester